C(C=C)(=O)N1[C@H](CN(CC1)C=1C2=C(N=C(N1)OC[C@H]1N(CCC1)C)C(=C(N=C2)C=2C=CC(=C1CCCSC21)F)F)CC#N 2-((S)-1-acryloyl-4-(8-fluoro-7-(5-fluorothiochroman-8-yl)-2-(((S)-1-methylpyrrolidin-2-yl)methoxy)pyridino[4,3-d]pyrimidin-4-yl)piperazin-2-yl)acetonitrile